Manganese-Bismuth [Bi].[Mn]